6-(4-Chlorophenyl)-N-(2-hydroxy-2-methylpropyl)-3-oxo-2-(pyrimidin-5-yl)-2,3-dihydropyridazine-4-carboxamide ClC1=CC=C(C=C1)C=1C=C(C(N(N1)C=1C=NC=NC1)=O)C(=O)NCC(C)(C)O